ClC(C(Cl)C1=CC=C(C=C1)Cl)(Cl)C1=CC=C(C=C1)Cl 4,4'-(1,1,2-trichloroethane-1,2-diyl)bis(chlorobenzene)